C(#N)C=1C=C2COC3(CCN(CC3)C(=O)C=3C=C(C(=NC3)C)NC(C3=CN=C(C=C3)NC(C)C)=O)C2=CC1 N-(5-(5-cyano-3H-spiro[isobenzofuran-1,4'-piperidin]-1'-ylcarbonyl)-2-methylpyridin-3-yl)-6-(isopropylamino)nicotinamide